cholesterol phosphorus [P].CC(C)CCC[C@@H](C)[C@H]1CC[C@H]2[C@@H]3CC=C4C[C@@H](O)CC[C@]4(C)[C@H]3CC[C@]12C